C(C)(C)(C)OC(NC1=C(C=C(C(=C1)N1CCC(CC1)N1CC(N(CC1)C)=O)F)N)=O tert-butyl(2-amino-4-fluoro-5-(4-(4-methyl-3-oxopiperazin-1-yl)piperidin-1-yl)phenyl)carbamate